4-((4-fluoro-2-methylphenyl)-amino)-6-(tri-fluoromethyl)-nicotinic acid FC1=CC(=C(C=C1)NC1=CC(=NC=C1C(=O)O)C(F)(F)F)C